(S)-4-(8-(1-((5-(4-fluorophenoxy)pyridin-2-yl)amino)-1-oxopropan-2-yl)-5,8-diazaspiro[3.5]nonane-5-carbonyl)pyridine 1-oxide FC1=CC=C(OC=2C=CC(=NC2)NC([C@H](C)N2CCN(C3(CCC3)C2)C(=O)C2=CC=[N+](C=C2)[O-])=O)C=C1